O[C@@H]1C[C@H](N(C1)C(=O)[C@@H](NC(COCCOCCOCCOCCOCCOCCNC(OC(C)(C)C)=O)=O)C(C)(C)C)C(NCC1=CC=C(C=C1)C1=C(N=CS1)C)=O tert-butyl ((S)-22-((2S,4R)-4-hydroxy-2-((4-(4-methylthiazol-5-yl)benzyl)carbamoyl)pyrrolidine-1-carbonyl)-23,23-dimethyl-20-oxo-3,6,9,12,15,18-hexaoxa-21-azatetracosyl)carbamate